4-allyl-6-fluorocatechol di-n-hexanoate C(CCCCC)(=O)OC=1C(OC(CCCCC)=O)=CC(=CC1F)CC=C